tert-butyl N-acetyl-N-[5-(4-fluorophenyl)-5-oxo-pentyl]carbamate C(C)(=O)N(C(OC(C)(C)C)=O)CCCCC(=O)C1=CC=C(C=C1)F